1-(4-(6,8-dichloro-7-(2-hydroxynaphthalen-1-yl)quinazolin-4-yl)piperazin-1-yl)prop-2-en-1-one ClC=1C=C2C(=NC=NC2=C(C1C1=C(C=CC2=CC=CC=C12)O)Cl)N1CCN(CC1)C(C=C)=O